CC1CN(CCC1)C(=O)C=1C=NN2C1C=C(C=C2)CNC(C2=CC=CC=C2)=O N-((3-(3-methylpiperidine-1-carbonyl)pyrazolo[1,5-a]pyridin-5-yl)methyl)benzamide